C(CCC)S1C=NC(=C1)C 1-butyl-4-methylthiazole